ClC1=NC(=NC(=N1)Cl)NCCCCCC(=O)OC methyl 6-((4,6-dichloro-1,3,5-triazin-2-yl)amino)hexanoate